(E)-1-((3R,8R,9S,10S,13S,14S,17S)-3-((tert-butyldimethylsilyl)oxy)-10,13-dimethylhexadecahydro-1H-cyclopenta[a]phenanthren-17-yl)ethan-1-one O-((4-nitrophenoxy)carbonyl) oxime [N+](=O)([O-])C1=CC=C(OC(=O)O\N=C(/C)\[C@H]2CC[C@H]3[C@@H]4CCC5C[C@@H](CC[C@@]5([C@H]4CC[C@]23C)C)O[Si](C)(C)C(C)(C)C)C=C1